C(C)(C)C1=C(C=CC=C1)C1CN(C1)C(=O)O.S1C(NC2=C1C=CC=C2)=S 2(3H)-benzothiazolethione 3-(2-isopropylphenyl)azetidine-1-carboxylate